(S)-N-((6-amino-2-methylpyridin-3-yl)methyl)-3-((3-(methylsulfonyl)benzyl)amino)-4-oxo-4,6,7,8-tetrahydropyrrolo[1,2-a]pyrazine-6-carboxamide trifluoroacetate FC(C(=O)O)(F)F.NC1=CC=C(C(=N1)C)CNC(=O)[C@@H]1CCC=2N1C(C(=NC2)NCC2=CC(=CC=C2)S(=O)(=O)C)=O